CC1=C2C(=CNC2=CC=C1)CC(C)N 1-(4-methyl-1H-indol-3-yl)propan-2-amine